7-azaspiro[4.4]Nonane-7-carboxylic acid tert-butyl ester C(C)(C)(C)OC(=O)N1CC2(CCCC2)CC1